(Z)-3-(11-hydroxypentadec-8-enyl)phenol OC(C\C=C/CCCCCCCC=1C=C(C=CC1)O)CCCC